methyl-cinnamaldehyde CC(C=O)=CC1=CC=CC=C1